benzyl (S)-4-(5-amino-2-(((S)-1-methylpyrrolidin-2-yl)methoxy)-6-((8-vinylnaphthalen-1-yl)carbamoyl)pyrimidin-4-yl)-2-(cyanomethyl)piperazine-1-carboxylate NC=1C(=NC(=NC1C(NC1=CC=CC2=CC=CC(=C12)C=C)=O)OC[C@H]1N(CCC1)C)N1C[C@@H](N(CC1)C(=O)OCC1=CC=CC=C1)CC#N